NC1CC(C1)OC1=CC=C(C=C1)C1(CCCC1)C1=CC=C(OC2=CC=C(N=N2)C(C)O)C=C1 1-(6-(4-(1-(4-((1r,3r)-3-aminocyclobutyloxy)phenyl)cyclopentyl)phenoxy)pyridazine-3-yl)ethane-1-ol